2-(((2-methylenehexyl)oxy)methyl)valeronitrile C=C(COCC(C#N)CCC)CCCC